CC1=CC=C(C=C1)C=CCBr 1-(4-methylphenyl)-3-bromopropene